(2S,5S)-2-(1-(4-bromophenyl)-3-(thiophen-3-yl)-1H-pyrazole-4-yl)-5-methyl-3-(2-(2-oxo-2,3-dihydro-1H-benzo[d]imidazol-5-yl)ethyl)oxazolidin-4-one BrC1=CC=C(C=C1)N1N=C(C(=C1)[C@@H]1O[C@H](C(N1CCC1=CC2=C(NC(N2)=O)C=C1)=O)C)C1=CSC=C1